ClC1=CC=C(C=C1)C1=NN(C=C1B1OC(C(O1)(C)C)(C)C)C 3-(4-chlorophenyl)-1-methyl-4-(4,4,5,5-tetramethyl-1,3,2-dioxaborolan-2-yl)-1H-pyrazole